4-((4-(Piperazin-1-yl)piperidin-1-yl)methyl)piperidine-1-carboxylate N1(CCNCC1)C1CCN(CC1)CC1CCN(CC1)C(=O)[O-]